CC1=NC=CC(=C1)[C@@H]1[C@@H]([C@H]2[C@@H]3C[C@@H]3[C@@H]1O2)C(=O)OC (1S,2S,4R,5R,6S,7S)-methyl 7-(2-methylpyridin-4-yl)-8-oxatricyclo[3.2.1.02,4]octane-6-carboxylate